C(C)N1C(=NC2=C(C1=O)C=NC=C2)[C@H](CCC)N2CCNC[C@@H](C2)C 3-ethyl-2-((S)-1-((S)-6-methyl-1,4-diazepan-1-yl)butyl)pyrido[4,3-d]pyrimidin-4(3H)-one